Cl.C(N)(=N)N1CC(C=2C3=C(C=CC12)C(=CC=C3)NC(C)=O)C N-(3-Carbamimidoyl-1-methyl-2,3-dihydro-1H-benzo[e]indol-6-yl)acetamide hydrochloride